BrC=1C=C(COCC(=C)O[N+]2=CC=C(C=C2)C)C=CC1 1-((3-((3-bromobenzyl)oxy)prop-1-en-2-yl)oxy)-4-methylpyridin-1-ium